Nitrogen (5-fluoro-6-((4-methoxybenzyl)amino)-4-morpholinylpyridin-3-yl)-6-(trifluoromethyl)pyridineamide FC=1C(=C(C=NC1NCC1=CC=C(C=C1)OC)C=1C(=NC(=CC1)C(F)(F)F)C(=O)N)N1CCOCC1.[N]